C(C=C)(=O)OCCCS(=O)(=O)O 3-sulphopropyl acrylate